3-(4-quinolinyl)-alanine N1=CC=C(C2=CC=CC=C12)C[C@H](N)C(=O)O